N[C@@H]1C2=CC=CC=C2CC12CCN(CC2)C=2N=C1C(=NC2)N=C(C=C1)SC1=C2C(=NC=C1)NC(C2(F)F)=O (S)-4-((2-(1-amino-1,3-dihydrospiro[indene-2,4'-piperidin]-1'-yl)pyrido[2,3-b]pyrazin-6-yl)thio)-3,3-difluoro-1,3-dihydro-2H-pyrrolo[2,3-b]pyridin-2-one